NC(CN1C=C(C[C@H](N)C(=O)O)C2=CC=CC=C12)=O 1-(2-amino-2-oxoethyl)-L-tryptophan